(S)-(2-(2-(3-aminopyrrolidin-1-yl)ethoxy)ethyl)benzyl carbamate C(N)(O[C@H](C1=CC=CC=C1)CCOCCN1CC(CC1)N)=O